chromanacetonitrile O1C(CCC2=CC=CC=C12)CC#N